ClC=1C=C(C(=O)NCCN2CCN(CC2)C2=C(C(=CC=C2)Cl)Cl)C=CC1Cl 3,4-dichloro-N-(2-(4-(2,3-dichloro-phenyl)piperazin-1-yl)ethyl)benzamide